CCCSSSCCC Di-n-propyl trisulfide